1H-spiro[furo[3,4-c]pyridine-3,3'-piperidine] N1CC2(CCC1)OCC1=C2C=NC=C1